Benzyl 7-((2-ethoxy-2-oxoethyl)sulfonyl)-2-(3-(3-ethoxy-3-oxopropyl)phenyl)-6,6-dimethyl-2-(((tetrahydro-2H-pyran-2-yl)oxy)methyl)heptanoate C(C)OC(CS(=O)(=O)CC(CCCC(C(=O)OCC1=CC=CC=C1)(COC1OCCCC1)C1=CC(=CC=C1)CCC(=O)OCC)(C)C)=O